[Cl-].C(C(=C)C)(=O)OCC[N+](C)(C)C [2-(methacryloxy)ethyl]trimethyl-ammonium chloride